(1R,2R)-N-(6-(((6-cyclopropyl-8-(3-methyl-2,4-dioxoimidazolidin-1-yl)imidazo[1,2-a]pyrazin-2-yl)methyl)amino)pyrimidin-4-yl)-2-(4-methylpyrimidin-2-yl)cyclopropane-1-carboxamide C1(CC1)C=1N=C(C=2N(C1)C=C(N2)CNC2=CC(=NC=N2)NC(=O)[C@H]2[C@@H](C2)C2=NC=CC(=N2)C)N2C(N(C(C2)=O)C)=O